Tert-butyl 9-[2-[4-(4-chlorophenyl)-5-(4-pyridyl) imidazol-1-yl] acetyl]-1-oxa-4,9-diazaspiro[5.5]undecane-4-carboxylate ClC1=CC=C(C=C1)C=1N=CN(C1C1=CC=NC=C1)CC(=O)N1CCC2(CN(CCO2)C(=O)OC(C)(C)C)CC1